C(C)(C)(C)OC1=CC(=C(C=C1C#N)F)Cl 6-(tert-butoxy)-4-chloro-3-fluorobenzonitrile